FC1=CC=C(OC2=CC=C(C=N2)CN)C=C1 (6-(4-fluorophenoxy)pyridin-3-yl)methylamine